N-(2-(ethylsulfonyl)-3-(6-(2,2,3,3,3-pentafluoropropoxy)pyridazin-3-yl)pyrazolo[1,5-a]pyrimidin-7-yl)acetamide C(C)S(=O)(=O)C1=NN2C(N=CC=C2NC(C)=O)=C1C=1N=NC(=CC1)OCC(C(F)(F)F)(F)F